[Si](C1=CC=CC=C1)(C1=CC=CC=C1)(C(C)(C)C)OCCCCCC=1C(C1)C(=O)OCC ethyl 2-(5-((tert-butyldiphenylsilyl)oxy)pentyl)-cycloprop-2-ene-1-carboxylate